4-acetylamino-5-chloro-2,3-dihydrobenzofuran-7-carboxylic acid sodium salt [Na+].C(C)(=O)NC1=C(C=C(C2=C1CCO2)C(=O)[O-])Cl